BrC1=C2CCO[C@@H](C2=CC=C1)CN(C(OC(C)(C)C)=O)C (S)-tert-butyl ((5-bromoisochroman-1-yl)methyl)(methyl)carbamate